(2R,3S,4R,5R)-5-(2,4-dioxo-3,4-dihydropyrimidin-1(2H)-yl)-4-hydroxy-2-(hydroxymethyl)tetrahydrofuran-3-yl methanesulfonate CS(=O)(=O)O[C@@H]1[C@H](O[C@H]([C@@H]1O)N1C(NC(C=C1)=O)=O)CO